Cl.Cl.N1=C(C=CC=C1)CC1NCCOC1 3-(Pyridin-2-ylmethyl)morpholine bis-hydrochloride